C(=O)N1CC(C1)(O)C#CC1=CC2=C(OC[C@@H](C(N2C)=O)NC(C(=O)NCCC2=CC=CC=C2)=O)C=C1 (S)-N1-(7-((1-formyl-3-hydroxyazetidin-3-yl)ethynyl)-5-methyl-4-oxo-2,3,4,5-tetrahydrobenzo[b][1,4]oxazepin-3-yl)-N2-phenethyloxalamide